N-[(6-Amino-2-pyridyl)sulfonyl]-6-(2,6-dimethoxyphenyl)-2-(2,4,6-trimethylphenoxy)pyridin-3-carboxamid NC1=CC=CC(=N1)S(=O)(=O)NC(=O)C=1C(=NC(=CC1)C1=C(C=CC=C1OC)OC)OC1=C(C=C(C=C1C)C)C